FC1=CC(=NC=C1)N1CCN(C2(CC2)C1)C(=O)OC(C)(C)C tert-butyl 7-(4-fluoropyridin-2-yl)-4,7-diazaspiro[2.5]octane-4-carboxylate